ClC=1C=C(N)C(=CC1Cl)[N+](=O)[O-] 3,4-dichloro-6-nitroaniline